[(2,4,6-trifluorophenyl)methylcarbamoyl]pyridine-2-carboxylate FC1=C(C(=CC(=C1)F)F)CNC(=O)OC(=O)C1=NC=CC=C1